cyclopropyl 4-((5,6,7,8-tetrahydronaphthalen-2-yl) oxy)-1H-1,2,3-triazole-5-carboxylate C1=C(C=CC=2CCCCC12)OC=1N=NNC1C(=O)OC1CC1